FC(C)(OC1=CC=C(C=C1)C1=NN(C(C=C1)=O)CC(=O)NCC)F 2-(3-(4-(1,1-difluoroethoxy)phenyl)-6-oxopyridazin-1(6H)-yl)-N-ethylacetamide